behenyl-phosphoric acid C(CCCCCCCCCCCCCCCCCCCCC)OP(O)(O)=O